CC(C)C(C(CC)NC(O)=O)NC(O)=O 2-methylhexane-3,4-diyldicarbamic acid